tert-Butyl 4-(4-((3,4-dichloro-2-fluorophenyl)amino)quinazolin-6-yl)piperazine-1-carboxylate ClC=1C(=C(C=CC1Cl)NC1=NC=NC2=CC=C(C=C12)N1CCN(CC1)C(=O)OC(C)(C)C)F